ClC=1C=C(C=2N(C1)C=NC2)C=2N=NN(C2)CC=2N=C1N(C=C(C=C1)CNCC1CCC1)C2 ({2-[(4-{6-chloroimidazo[1,5-a]pyridin-8-yl}-1H-1,2,3-triazol-1-yl)methyl]imidazo[1,2-a]pyridin-6-yl}methyl)(cyclobutylmethyl)amine